C(CCC(=O)[O-])(=O)OC(C(F)(F)F)C(CC)CC diethyl-(1,1,1-trifluoro-2-propyl) succinate